OC1(CC2(CC(C2)NC(OC(C)(C)C)=O)C1)CC1=CC=NC=C1 tert-butyl (6-hydroxy-6-(pyridin-4-ylmethyl)spiro[3.3]heptan-2-yl)carbamate